COC(C1=C(C=CC(=C1)Cl)OCC(=O)OCC)=O.FC1=C(C=CC(=C1)F)N1C(C2=CC=CC=C2C(=N1)N1CC(CCCC1)O)=O 2-(2,4-Difluorophenyl)-4-(3-hydroxyazepan-1-yl)phthalazin-1(2H)-one methyl-2-(2-ethoxy-2-oxoethoxy)-5-chlorobenzoate